CN1C[C@@H](C=C2[C@H]1CC3=CNC4=CC=CC2=C34)C(=O)N The molecule is an ergoline alkaloid comprising ergoline lacking hydrogens at positions 9 and 10 and also having a methyl group attached to the piperidine nitrogen. It derives from a hydride of an ergoline.